4,5,6,7-TETRAHYDRO-4-OXO-5-BENZOFURANCARBOXALDEHYDE O=C1C(CCC2=C1C=CO2)C=O